methyl 4-chloro-1-(2-fluoro-6-methylphenyl)-6-oxo-1,6-dihydropyridazine-3-carboxylate ClC=1C(=NN(C(C1)=O)C1=C(C=CC=C1C)F)C(=O)OC